1-octenyl-trimethoxysilane tert-butyl-4-(5-{4-[2-fluoro-3-(propane-1-sulfonamido)phenyl]-3-(pyridin-4-yl)pyrazol-1-yl}pyridin-2-yl)piperazine-1-carboxylate C(C)(C)(C)OC(=O)N1CCN(CC1)C1=NC=C(C=C1)N1N=C(C(=C1)C1=C(C(=CC=C1)NS(=O)(=O)CCC)F)C1=CC=NC=C1.C(=CCCCCCC)[Si](OC)(OC)OC